4-[benzyl(methyl)amino]benzoic acid C(C1=CC=CC=C1)N(C1=CC=C(C(=O)O)C=C1)C